1,2-dimethyl-3-(1-methylethenyl)cyclopentan-1-ol CC1(C(C(CC1)C(=C)C)C)O